7-Oxo-7h-Benzimidazo[2,1-A]benz[de]isoquinoline-3-Carboxylic Acid O=C1N2C(C=3C=CC(=C4C3C1=CC=C4)C(=O)O)=NC4=C2C=CC=C4